[N-](S(=O)(=O)C(F)(F)F)S(=O)(=O)C(F)(F)F.[Mg+2].[N-](S(=O)(=O)C(F)(F)F)S(=O)(=O)C(F)(F)F magnesium bis(trifluoromethanesulfonyl)imide